2-(5-methylpiperidine-1-yl)malononitrile CC1CCCN(C1)C(C#N)C#N